4-methyl-5,6,7,8-tetrahydro-4H-pyrazolo[1,5-a]azepine CC1C=2N(CCCC1)N=CC2